N1=C(N=CC=C1)CC(=O)CC(C)=O Pyrimidineacetylacetone